COC1=CC=C(CN(S(=O)(=O)C2(CCNCC2)C2=CC=CC=C2)C2=CC=C(C=C2)OC(F)(F)F)C=C1 N-(4-methoxybenzyl)-4-phenyl-N-(4-(trifluoromethoxy)phenyl)piperidine-4-sulfonamide